(2,5-Dimethylpiperidin-3-yl)methanol CC1NCC(CC1CO)C